[Ag].[V] vanadium-silver